C[C@H]1[C@H]2[C@H](C[C@@H]3[C@@]2(CC[C@H]4[C@H]3C[C@@H]([C@@H]5[C@@]4(CC[C@@H](C5)O[C@H]6[C@@H]([C@H]([C@@H]([C@H](O6)CO[C@H]7[C@@H]([C@H]([C@@H]([C@H](O7)CO)O)O)O)O)O)O)C)O)C)O[C@]18CC[C@H](CO8)CO The molecule is a spirostanyl glycoside that is (3beta,5alpha,6alpha,25S)-spirostan-3,6,27-triol attached to a 6-O-beta-D-glucopyranosyl-beta-D-glucopyranosyl residue via a glycosidic linkage. Isolated from Yucca smalliana, it exhibits antifungal activity. It has a role as a metabolite and an antifungal agent. It is a spirostanyl glycoside, a disaccharide derivative, a 6alpha-hydroxy steroid, a 27-hydroxy steroid, an oxaspiro compound and an organic heterohexacyclic compound. It derives from a hydride of a (25S)-5alpha-spirostan.